C(C)(C)(C)OC(=O)N1CCC(CC1)C=1C=C2C=C(N=CC2=CC1Cl)N.CN1C(C2=C(C=C(C=C2C1)NC1=CC=C(C=C1)N1CCC(CC1)C(F)(F)F)C)=O 2,7-dimethyl-5-((4-(4-(trifluoromethyl)piperidin-1-yl)phenyl)amino)isoindolin-1-one Tert-butyl-4-(3-amino-7-chloroisoquinolin-6-yl)piperidine-1-carboxylate